5-((2-(difluoromethoxy)pyridin-3-yl)methoxy)-N-(4-(hydroxymethyl)tetrahydro-2H-pyran-4-yl)-2-methylbenzofuran-3-carboxamide FC(OC1=NC=CC=C1COC=1C=CC2=C(C(=C(O2)C)C(=O)NC2(CCOCC2)CO)C1)F